CC(C[C@@H](C(=O)OC)N1N=C(C=CC1=O)CC=O)C methyl (S)-4-methyl-2-(6-oxo-3-(2-oxoethyl)pyridazin-1(6H)-yl)pentanoate